C1(CC1)C1=NC=NC(=C1C=1N=C(C2=C(N1)C=CN2CS(=O)(=O)C)OCC2=CC=C(C=C2)C=2N(C=C(N2)C(F)(F)F)C)OC 2-(4-cyclopropyl-6-methoxy-pyrimidin-5-yl)-5-(methylsulfonylmethyl)-4-[[4-[1-methyl-4-(trifluoromethyl)imidazol-2-yl]phenyl]methoxy]pyrrolo[3,2-d]pyrimidine